O1CCN(CC1)C=1C=C(C=C(C1)S(=O)(=O)C1CCOCC1)C=1C=NC(=NC1)N 5-(3-morpholino-5-((tetrahydro-2H-pyran-4-yl)sulfonyl)phenyl)pyrimidin-2-amine